Cl.COC(=O)[C@@H]1[C@H]2C([C@H]2CN1C([C@H](C(C)(C)C)N)=O)(C)C (1R,2S,5S)-3-((S)-2-amino-3,3-dimethylbutyryl)-6,6-dimethyl-3-azabicyclo[3.1.0]hexane-2-carboxylic acid methyl ester hydrochloride